FC=1C=C(C=CC1C(F)(F)F)[C@H](C(=O)N1CCN(CC1)C=1C2=C(N=CN1)[C@H](C[C@H]2C)O)CNC2CCOCC2 (S)-2-(3-fluoro-4-(trifluoromethyl)phenyl)-1-(4-((5R,7S)-7-hydroxy-5-methyl-6,7-dihydro-5H-cyclopenta[d]pyrimidin-4-yl)piperazin-1-yl)-3-(tetrahydro-2H-pyran-4-ylamino)propan-1-one